NC1CN(CC1CO)C(=O)OCC1=CC=CC=C1 (±)-benzyl 3-amino-4-(hydroxymethyl)pyrrolidine-1-carboxylate